2-Methyl-6-{2-[(piperidin-4-yl)oxy][1,3]thiazolo[4,5-c]pyridin-6-yl}imidazo[1,2-a]pyridin-8-carbonitril CC=1N=C2N(C=C(C=C2C#N)C2=CC3=C(C=N2)N=C(S3)OC3CCNCC3)C1